C(C)C1(NC(N(C(C1)=O)[C@@H]1CCS(C2=CC=C(C=C12)C(=O)N[C@H]1CC(OC2=CC=CC=C12)(C)C)(=O)=O)=N)CC (R)-4-(4,4-diethyl-2-imino-6-oxotetrahydropyrimidin-1(2H)-yl)-N-((S)-2,2-dimethylchroman-4-yl)thiochromane-6-carboxamide 1,1-dioxide